1-(4-(3-(1-Benzylpiperidin-4-yl)-7-morpholinoisoxazolo[4,5-d]pyrimidin-5-yl)phenyl)-3-methylurea C(C1=CC=CC=C1)N1CCC(CC1)C1=NOC2=C1N=C(N=C2N2CCOCC2)C2=CC=C(C=C2)NC(=O)NC